tert-butyl-(S)-methyl(pyrrolidin-3-yl) carbamate C(N)(O[C@@H]1CN(CC1)CC(C)(C)C)=O